ClC1=C(C=C2NC=C(C[C@H](N)C(=O)O)C2=C1)Cl 5,6-dichloro-L-tryptophan